(2S,4a'R,7'R,8'S,8a'R)-2',2'-dimethyl-8'-(4-(3,4,5-trifluorophenyl)-1H-1,2,3-triazol-1-yl)hexahydro-3H,4'H-spiro[furan-2,6'-pyrano[3,2-d][1,3]dioxine]-7'-yl 3,5-difluorobenzoate FC=1C=C(C(=O)O[C@@H]2[C@H]([C@H]3OC(OC[C@H]3O[C@]23OCCC3)(C)C)N3N=NC(=C3)C3=CC(=C(C(=C3)F)F)F)C=C(C1)F